5-bromo-2-(4-(trifluoromethyl)-1H-imidazol-2-yl)benzoic acid BrC=1C=CC(=C(C(=O)O)C1)C=1NC=C(N1)C(F)(F)F